(S)-(2'-ethyl-3-(3-(5-(trifluoromethyl)pyridin-2-yloxy)pyrrolidin-1-yl)biphenyl-4-yl)methanol C(C)C1=C(C=CC=C1)C1=CC(=C(C=C1)CO)N1C[C@H](CC1)OC1=NC=C(C=C1)C(F)(F)F